C12=CC=C(N1)C=C1C=CC(=N1)C=C1C=CC(N1)=CC=1C=CC(N1)=C2 trans-porphine